5-methyl-6-(1-methyl-1H-pyrazol-4-yl)-N-(2-methyl-6-(piperidin-1-yl)-2H-indazol-5-yl)picolinamide CC=1C=CC(=NC1C=1C=NN(C1)C)C(=O)NC1=CC2=CN(N=C2C=C1N1CCCCC1)C